2-Hydroxyundecane OC(C)CCCCCCCCC